[Na].C(CCCCC)OC=1C2=CC=CC=C2C(=C2C=CC=CC12)OCCCCCC 9,10-Dihexyloxyanthracene sodium